(2S)-methyl 2-(2-(4-methoxy-1H-indole-2-carbonyl)isoindoline-1-carboxamido)-3-((S)-2-oxopyrrolidin-3-yl)propanoate COC1=C2C=C(NC2=CC=C1)C(=O)N1C(C2=CC=CC=C2C1)C(=O)N[C@H](C(=O)OC)C[C@H]1C(NCC1)=O